O1CCN(CC1)C(CC=O)C 3-morpholinobutan-1-one